[N+](=O)([O-])C1=CC=C(C=C1)CC(=O)OCCOCCOCCOC 2-(2-(2-methoxyethoxy)ethoxy)ethyl 2-(4-nitrophenyl)acetate